C(C=C)[N+](CC)(CC)CCCCCCCCCCCC allyl-dodecyl-diethyl-ammonium